(3R)-N-[2,4-difluoro-3-[5-[4-(2-oxoethyl)phenyl]-1H-indole-3-carbonyl]phenyl]-3-fluoro-pyrrolidine-1-sulfonamide FC1=C(C=CC(=C1C(=O)C1=CNC2=CC=C(C=C12)C1=CC=C(C=C1)CC=O)F)NS(=O)(=O)N1C[C@@H](CC1)F